2,6-diisopropylphenyl-naphthalene C(C)(C)C1=C(C(=CC=C1)C(C)C)C1=CC=CC2=CC=CC=C12